C(C)(C)(C)OC(NN1CCC(CC1)CCN1CCN(CC1)C1=CC(=C(C=C1)C1C(NC(CC1)=O)=O)F)=O tert-butyl(4-(2-(4-(4-(2,6-dioxopiperidin-3-yl)-3-fluorophenyl)piperazin-1-yl)ethyl)piperidin-1-yl)carbamate